[In].C(CCCCCCCCCCC)(=O)O lauric acid indium